CS(=O)(=O)C1=CC=C(C=C1)C(N1CCN(CC1)C(=O)C=1C=NC=C(C1)C)C1=CC=CC=C1 1-[(4-methanesulfonylphenyl)(phenyl)methyl]-4-(5-methylpyridine-3-carbonyl)piperazine